C1OCC12CCN(CC2)CC2=C1C(=NC(=C2)C=2C(=C3CN(C(C3=CC2)=O)C2C(NC(CC2)=O)=O)F)C(=NN1)NC(C)C 3-(5-(7-((2-oxa-7-azaspiro[3.5]nonan-7-yl)methyl)-3-(isopropylamino)-1H-pyrazolo[4,3-b]pyridin-5-yl)-4-fluoro-1-oxoisoindolin-2-yl)piperidine-2,6-dione